4-(3-chloro-2-fluoro-6-iodophenyl)-6-methoxypyrimidine ClC=1C(=C(C(=CC1)I)C1=NC=NC(=C1)OC)F